(E)-(3-(3-methylstyryl)phenyl)boronic acid CC=1C=C(/C=C/C=2C=C(C=CC2)B(O)O)C=CC1